(R)-(1-(4-fluorophenyl)-6-((1-isopropyl-1H-1,2,3-triazol-5-yl)sulfonyl)-4,4a,5,6,7,8-hexahydro-1H-pyrazolo[3,4-g]isoquinolin-4a-yl)(pyridin-2-yl)methanone FC1=CC=C(C=C1)N1N=CC2=C1C=C1CCN(C[C@]1(C2)C(=O)C2=NC=CC=C2)S(=O)(=O)C2=CN=NN2C(C)C